C(C=C(C)C)(=O)O isopentenic acid